2-(1H-Benzo[d]imidazol-6-yl)isoindol-1-one N1C=NC2=C1C=C(C=C2)N2C(C1=CC=CC=C1C2)=O